C1(CCCC1)C1=NC=2N(C(N(C(C2N1)=O)CCC)=O)CCC[18F] 8-Cyclopentyl-3-(3-[18F]fluoropropyl)-1-propylxanthine